4-(aminomethyl)-1-benzyl-4-methylpiperidin-3-ol NCC1(C(CN(CC1)CC1=CC=CC=C1)O)C